1-[(1S,4S)-5-[4-[3-chloro-2-fluoro-4-[(1-fluorocyclopropyl)methoxy]anilino]-7-fluoro-pyrido[3,2-d]pyrimidin-6-yl]-2,5-diazabicyclo[2.2.1]heptan-2-yl]prop-2-en-1-one ClC=1C(=C(NC=2C3=C(N=CN2)C=C(C(=N3)N3[C@@H]2CN([C@H](C3)C2)C(C=C)=O)F)C=CC1OCC1(CC1)F)F